8-((2s,5r)-4-((2-(3-fluorophenyl)-5-methyl-oxazol-4-yl)methyl)-2,5-dimethylpiperazin-1-yl)-5-methyl-6-oxo-5,6-dihydro-1,5-naphthyridine-2-carbonitrile FC=1C=C(C=CC1)C=1OC(=C(N1)CN1C[C@@H](N(C[C@H]1C)C1=CC(N(C=2C=CC(=NC12)C#N)C)=O)C)C